N1C=C(C2=CC=CC=C12)CCN(CC1=CC=C(C=C1)/C=C/C(=O)OC)CCOCCOCCNC(OC(C)(C)C)=O Methyl (E)-3-(4-(2-(2-(1H-indol-3-yl)ethyl)-14,14-dimethyl-12-oxo-5,8,13-trioxa-2,11-diazapentadecyl)phenyl)acrylate